ClC=1C=C2C=C(NC2=CC1)C(=O)N1CC(CC1)NC(=O)C1CC1 N-(1-(5-chloro-1H-indole-2-carbonyl)pyrrolidin-3-yl)cyclopropanecarboxamide